NC1=C(C(=NN1C(C)C)C1=C(C(=C(C=C1)C(C(=O)NC1=CC(=NO1)CC(C)(C)C)C)F)F)C#N 2-[4-(5-Amino-4-cyano-1-isopropylpyrazol-3-yl)-2,3-difluorophenyl]-N-[3-(2,2-dimethylpropyl)-1,2-oxazol-5-yl]propanamide